C(N1COC(C1)C)N1COC(C1)C 3,3'-methylenebis[5-methyl-oxazolidine]